ClC1=C(C=C(C(=C1)N1C(NC(CC1)=O)=O)Cl)N1CCC(CC1)(O)CC(=O)O 2-[1-[2,5-dichloro-4-(2,4-dioxohexahydropyrimidin-1-yl)phenyl]-4-hydroxy-4-piperidyl]acetic acid